Cl.Cl.Cl.FC1([C@H]2C3=C(C(C4=C([C@H]21)C=CC=C4)N4CCN(CC4)C[C@H](COC4=NC2=CC=CC=C2C=C4)O)C=CC=C3)F (2R)-1-{4-[(1aR,6r,10bS)-1,1-Difluoro-1,1a,6,10b-tetrahydrodibenzo[a,e]cyclopropa[c]cyclohepten-6-yl]piperazin-1-yl}-3-(quinolinyloxy)propan-2-ol, trihydrochloride